ClC=1C=C(C#N)C=C(N1)OC1=CC=CC=C1 2-chloro-6-phenoxyisonicotinonitrile